1-((1R,5S)-8-(3-fluoropyridin-4-yl)-3,8-diazabicyclo[3.2.1]octan-3-yl)-3-((2-methylbenzo[d]oxazol-7-yl)sulfonyl)propan-1-one FC=1C=NC=CC1N1[C@H]2CN(C[C@@H]1CC2)C(CCS(=O)(=O)C2=CC=CC=1N=C(OC12)C)=O